N1N=CC2=C(C=CC=C12)C1=NC2=CC=CC=C2C(=C1)[C@@H](C)NC(C1=C(C=CC(=C1)OCCN(C)C)C)=O (R)-N-(1-(2-(1H-indazol-4-yl)quinolin-4-yl)ethyl)-5-(2-(dimethylamino)ethoxy)-2-methylbenzamide